2-(4-(Tert-butyl)phenyl)-N-((2-(2,6-dioxopiperidin-3-yl)-3-oxoisoindolin-4-yl)methyl)-2-oxoacetamide C(C)(C)(C)C1=CC=C(C=C1)C(C(=O)NCC1=C2C(N(CC2=CC=C1)C1C(NC(CC1)=O)=O)=O)=O